OC(CC(=O)O)CCCCCCC.N[C@H](C(=O)NC=1C=NC(=C(C1C1=C(C=CC=C1F)Cl)Cl)C(F)(F)F)C (2S)-2-amino-N-[5-chloro-4-(2-chloro-6-fluoro-phenyl)-6-(trifluoromethyl)-3-pyridinyl]propanamide 3-Hydroxydecanoate